1-(6-chloro-1,2,3,4-tetrahydroacridin-9-yl)ethane-1,2-diamine ClC=1C=C2N=C3CCCCC3=C(C2=CC1)C(CN)N